CN1C(=NN=C1)S[C@@H](C)C=1C=C(C=CC1)NC(=O)C=1N=CC2=CC(=CC=C2C1)OCC(=O)OC(C)(C)C tert-butyl 2-[[3-([3-[(1S)-1-[(4-methyl-4H-1,2,4-triazol-3-yl)sulfanyl]ethyl]phenyl]carbamoyl)isoquinolin-7-yl]oxy]acetate